FC1=CC=C(C=C1)N1C[C@@H]2CN(C[C@H]2C1)C=1C2=C(N(C(C1C#N)=O)C)SC(=N2)C 7-[(3aR,6aR)-2-(4-fluorophenyl)-1,3,3a,4,6,6a-hexahydropyrrolo[3,4-c]pyrrol-5-yl]-2,4-dimethyl-5-oxo-thiazolo[5,4-b]pyridine-6-carbonitrile